C1(=CC=CC=C1)CCCCC(=O)C=1C=C2C(=CNC2=CC1)C=1CCN(CC1)C(CC)CC 5-(5-phenylpentanoyl)-3-(1-(3-pentyl)-1,2,3,6-tetrahydropyridin-4-yl)-1H-indole